3-amino-N-(1-(2-fluoro-6-methylphenyl)piperidin-4-yl)-5-methylpyrazine-2-carboxamide NC=1C(=NC=C(N1)C)C(=O)NC1CCN(CC1)C1=C(C=CC=C1C)F